6,7,8,9-tetrahydro-[1,2,4]triazolo[4,3-b][2,6]naphthyridine N=1N=CN2C=C3CCNCC3=CC21